OC[C@H](C1=CC=CC=C1)NC1=CC(=NC=C1C=1OC=NN1)NC=1N=CC2=C(N1)C(OB2O)(C)C (S)-5-((4-((2-hydroxy-1-phenylethyl)amino)-5-(1,3,4-oxadiazol-2-yl)pyridin-2-yl)amino)-3,3-dimethyl-[1,2]oxaborolo[4,3-d]pyrimidin-1(3H)-ol